N-(4-((7-fluoro-1-methyl-1H-benzo[d][1,2,3]triazol-5-yl)oxy)-3-methylphenyl)-6-(methylsulfinyl)pyrimido[5,4-d]pyrimidin-4-amine FC1=CC(=CC2=C1N(N=N2)C)OC2=C(C=C(C=C2)NC=2C1=C(N=CN2)C=NC(=N1)S(=O)C)C